3-(2-(1-Cyanopyrrolidin-3-yl)-3H-imidazo[4,5-b]pyridin-6-yl)-N-methylbenzamide C(#N)N1CC(CC1)C1=NC=2C(=NC=C(C2)C=2C=C(C(=O)NC)C=CC2)N1